Dichloropalladium iron [Fe].Cl[Pd]Cl